1-(4-methoxybenzyl)-2-(3-((4-(trifluoromethyl)benzyl)sulfinyl)prop-1-en-1-yl)disulfane COC1=CC=C(CSSC=CCS(=O)CC2=CC=C(C=C2)C(F)(F)F)C=C1